6-(3-(3-chlorophenyl)-1,2,4-oxadiazol-5-yl)pyridazin-3(2H)-one ClC=1C=C(C=CC1)C1=NOC(=N1)C=1C=CC(NN1)=O